N-(4-(4-(1-methylpiperidin-4-yl)piperazin-1-yl)phenyl)carboxamide CN1CCC(CC1)N1CCN(CC1)C1=CC=C(C=C1)NC=O